FC=1C=C2C(=CC(=NC2=CC1)OC)C(=O)O 6-fluoro-2-methoxyquinoline-4-carboxylic acid